(4-(2-((6-fluoroquinolin-4-yl)amino)ethyl)phenyl)methanesulfonamide methyl-(S)-2-(4-bromo-2-(1,1-difluoropropyl)phenoxy)propanoate COC([C@H](C)OC1=C(C=C(C=C1)Br)C(CC)(F)F)=O.FC=1C=C2C(=CC=NC2=CC1)NCCC1=CC=C(C=C1)CS(=O)(=O)N